3-((4,4-bis(octyloxy)butanoyl)oxy)-2-((((1-(2-hydroxyethyl)azetidin-3-yl)-carbamoyl)oxy)methyl)propyl (9Z,12Z)-octadeca-9,12-dienoate C(CCCCCCC\C=C/C\C=C/CCCCC)(=O)OCC(COC(CCC(OCCCCCCCC)OCCCCCCCC)=O)COC(NC1CN(C1)CCO)=O